C(C)C1=C(C(OC12CC1(CCCCC1)CO2)=O)C2=CC=C(C=C2)OC 4-Ethyl-3-(4-methoxyphenyl)-1,14-dioxadispiro[4.1.57.25]tetradec-3-en-2-one